ClC1=C(C=C(C=C1)N1CC=CC=2C=NCCC12)C(F)(F)F N-(4-Chloro-3-(trifluoromethyl)phenyl)-7,8-dihydro-1,6-naphthyridine